C(C)NC1=CC=C(C=C1)N=NC1=CC=C(C=C1)NCC 4,4'-diethylaminoazobenzene